NCC1=C(C=CC=C1C(F)(F)F)NC(C(=O)OC)CCC1=CC=C(C=C1)F methyl 2-((2-(aminomethyl)-3-(trifluoromethyl)phenyl)amino)-4-(4-fluorophenyl)butanoate